C(CCCC#C)C=1C=C(C(=C(C1)O)[C@@H]1C=C(CC[C@H]1C(=C)C)C)O 5-(hex-5-yn-1-yl)-2-[(1R,6R)-3-methyl-6-(prop-1-en-2-yl)cyclohex-2-en-1-yl]benzene-1,3-diol